N1=CC(=CC=C1)CC (pyridin-3-yl)ethane